N1N=CC2=CC=C(C=C12)C=1N=C(C=2N(C1)N=CN2)NC2=CC=C(C=C2)N2CCS(CC2)(=O)=O 4-(4-((6-(1H-indazol-6-yl)-[1,2,4]triazolo[1,5-a]pyrazin-8-yl)amino)phenyl)thiomorpholine 1,1-dioxide